FC1=CC=C(C=C1)N1N=CC2=CC(=C(C=C12)C)C1N(CCN(C1)S(=O)(=O)C1=NN(N=C1)C)CC(C)(O)C 1-(2-(1-(4-fluorophenyl)-6-methyl-1H-indazol-5-yl)-4-((2-methyl-2H-1,2,3-triazol-4-yl)sulfonyl)piperazin-1-yl)-2-methylpropan-2-ol